BrC1=CC=C(C(=NN=C(Cl)C2=CC=C(C=C2)Br)Cl)C=C1 4-Bromo-N-((4-bromophenyl)chloromethylene)benzohydrazonoyl chloride